ONCCCC[C@H](N)C(=O)O N(6)-hydroxylysine